[Si](C)(C)(C(C)(C)C)OC1CCC=2C1=NC=CC2C(=O)O 7-((tert-butyldimethylsilyl)oxy)-6,7-dihydro-5H-cyclopenta[b]pyridine-4-carboxylic acid